Cl.C1(CC1)C(=O)N cyclopropane-1-carboxamide hydrochloride